4'-propylbiphenol C(CC)C=1C=C(C(=CC1)O)C=1C(=CC=CC1)O